BrC=1C=C(N(C(C(CC(=O)O)(O)C(=O)O)C(=O)O)C)C=CC1C(F)(F)F 3-bromo-N-methyl-4-(trifluoromethyl)anilinecitric acid